(2R,5S)-5-(4-chlorobenzyl)-2-(5-methyl-1,3,4-oxadiazol-2-yl)-4-(4-(5-methyloxazol-2-yl)cyclohexyl)morpholine ClC1=CC=C(C[C@H]2CO[C@H](CN2C2CCC(CC2)C=2OC(=CN2)C)C=2OC(=NN2)C)C=C1